(4-hydroxy-phenyl)diphenyl-methane OC1=CC=C(C=C1)C(C1=CC=CC=C1)C1=CC=CC=C1